FC=1C=C(C=CC1)N1N=CC(=C1)C=1SC=C(N1)C(=O)N1C[C@@H](NCC1)C (3S)-1-{2-[1-(3-fluorophenyl)-1H-pyrazol-4-yl]-1,3-thiazole-4-carbonyl}-3-methylpiperazine